[Na+].CCS(=O)(=O)[O-] 2-ethyl-sulfonate sodium